Pyridine-5(4H)-formamide N1=CCCC(=C1)C(=O)N